O=C1CCC12CNCCC2 1-Oxo-6-azaspiro[3.5]nonane